C(C1=CC=CC=C1)(C1=CC=CC=C1)C1=C(C(=CC(=C1)C)C(C1=CC=CC=C1)C1=CC=CC=C1)N=C1C(C2=CC=CC3=CC=CC1=C23)=NC2=C(C=C(C=C2C(C2=CC=CC=C2)C2=CC=CC=C2)C)C(C2=CC=CC=C2)C2=CC=CC=C2 N,N'-bis[2,6-bis(benzhydryl)-4-methylphenyl]acenaphthylene-1,2-diimine